ClC1=CC=C(S1)N1C(C=2N([C@H](C1)C)N=CC2C=2C=CC=1N(C2)C=CN1)=O (7S)-5-(5-Chlorothien-2-yl)-3-(imidazo[1,2-a]pyridin-6-yl)-7-methyl-6,7-dihydropyrazolo[1,5-a]pyrazin-4(5H)-one